6-methyl-N-(3-phenylbutyl)-2-(trifluoromethyl)thieno[2,3-d]pyrimidin-4-amine CC1=CC2=C(N=C(N=C2NCCC(C)C2=CC=CC=C2)C(F)(F)F)S1